2-amino-3-cyano-4-(2-methoxyphenyl)-7-(dimethylamino)-4H-benzopyran NC=1OC2=C(C(C1C#N)C1=C(C=CC=C1)OC)C=CC(=C2)N(C)C